C(C1=CC=CC=C1)OC1=NC(=CC=C1C=1C(=NC(=CC1)N1CCC(CC1)CO)C)OCC1=CC=CC=C1 (1-(2',6'-bis(benzyloxy)-2-methyl-[3,3'-bipyridin]-6-yl)piperidin-4-yl)methanol